ethyl 2-(methyl-d3)-2-(6-methyl-3-nitropyridin-2-yl)propionate C(C(C(=O)OCC)(C)C1=NC(=CC=C1[N+](=O)[O-])C)([2H])([2H])[2H]